7-Methyl-oxa-cyclododecane-6,10-dien-2-one CC1=CCCCC(OCC=CCC1)=O